[O-]P([O-])(=O)OP(=O)([O-])[O-].[Nb+5].[O-]P([O-])(=O)OP(=O)([O-])[O-].[O-]P([O-])(=O)OP(=O)([O-])[O-].[O-]P([O-])(=O)OP(=O)([O-])[O-].[O-]P([O-])(=O)OP(=O)([O-])[O-].[Nb+5].[Nb+5].[Nb+5] niobium pyrophosphate